C[Si](OC1=CCC(CC1)C(=O)OCC)(C)C ethyl 4-((trimethylsilyl)oxy)cyclohex-3-ene-1-carboxylate